[4-bromo-1-(5,5-dimethyl-2-oxa-5-silahex-1-yl)-6-fluoroindazol-5-yl](2-chloro-5-fluorophenyl)methanone BrC1=C2C=NN(C2=CC(=C1C(=O)C1=C(C=CC(=C1)F)Cl)F)COCC[Si](C)(C)C